[1,3-bis(2,6-di-i-propylphenyl)-4,5-dihydroimidazol-2-ylidene]nickel(II) C(C)(C)C1=C(C(=CC=C1)C(C)C)N1C(N(CC1)C1=C(C=CC=C1C(C)C)C(C)C)=[Ni]